1-(3-(difluoromethyl)cyclobutyl)-3-(3-(trifluoromethyl)benzyl)urea FC(C1CC(C1)NC(=O)NCC1=CC(=CC=C1)C(F)(F)F)F